tert-butyl 2-(4-((4-(4-((4-(2-(3-chloro-5-cyanophenyl)propan-2-yl)phenoxy)methyl)pyrimidin-2-yl)piperazin-1-yl)methyl)piperidin-1-yl)acetate ClC=1C=C(C=C(C1)C#N)C(C)(C)C1=CC=C(OCC2=NC(=NC=C2)N2CCN(CC2)CC2CCN(CC2)CC(=O)OC(C)(C)C)C=C1